C(C)(C)(C)[Si](OCCOC=1C=C(C=CC1)[C@@H](C)N1N=C(C=C1C(=O)OC)C(NC)=O)(C)C |r| (+/-)-Methyl 1-(1-(3-(2-((tertbutyldimethylsilyl)oxy)ethoxy)phenyl)ethyl)-3-(methylcarbamoyl)-1H-pyrazole-5-carboxylate